(((9H-fluoren-9-yl)methoxy)carbonyl)-Z-valine C1=CC=CC=2C3=CC=CC=C3C(C12)COC(=O)N[C@@H](C(C)C)C(=O)O